CC1(C2=CC=C(C=C2NC=2C=CC(=CC12)CN1CCNCC1)N1CCNCC1)C 9,9-dimethyl-6-(piperazin-1-yl)-2-(piperazin-1-ylmethyl)-9,10-dihydroacridine